(3AR,6aS)-5-(fluoromethylene)hexahydrocyclopenta[c]pyrrole-2(1H)-carboxylic acid tert-butyl ester C(C)(C)(C)OC(=O)N1C[C@@H]2[C@H](C1)CC(C2)=CF